boron(III) oxide [B+]=O